C1(CCC1)[C@H](C)NCC1=C2C(=NC(=C1)C(=O)NC1=CC(=CC=C1)C1(CC(C1)C)C1=NN=CN1C)C=CN2 7-((((S)-1-cyclobutylethyl)amino)methyl)-N-(3-((1s,3R)-3-methyl-1-(4-methyl-4H-1,2,4-triazol-3-yl)cyclobutyl)phenyl)-1H-pyrrolo[3,2-b]pyridine-5-carboxamide